OC=1C(C=CN2N3C(N(C(C21)=O)C)(CCCC3C3=CC=CC=C3)C)=O 7-hydroxy-4a,5-dimethyl-1-phenyl-1,2,3,4,4a,5-hexahydrodipyrido[1,2-b:2',1'-f][1,2,4]triazine-6,8-dione